ClC1=C(CN2C(=C(C3=CC=CC=C23)CNC2CC2)C(=O)O)C=CC=C1 1-(2-chlorobenzyl)-3-[(cyclopropylamino)methyl]-1H-indole-2-carboxylic acid